2-((1R,5S,6S)-3-(2-chloro-8,8-difluoro-5,6,7,8-tetrahydroquinazolin-4-yl)-3-azabicyclo[3.1.0]Hexane-6-yl)acetic acid methyl ester COC(CC1[C@@H]2CN(C[C@H]12)C1=NC(=NC=2C(CCCC12)(F)F)Cl)=O